6-fluoro-1-methyl-4-[4-(5-methyl-1,3-benzoxazol-2-yl)piperidin-1-yl]-2-oxo-1,2-dihydroquinoline-3-carbonitrile FC=1C=C2C(=C(C(N(C2=CC1)C)=O)C#N)N1CCC(CC1)C=1OC2=C(N1)C=C(C=C2)C